C(C=C)(=O)N1C[C@@H](N(CC1)C1=NC(N2C3=C(C(=C(C=C13)Cl)C1=CC=C(C=C1)F)SC[C@H]2CC2CCN(CC2)CC(F)F)=O)C (R)-7-((S)-4-acryloyl-2-methylpiperazin-1-yl)-9-chloro-3-((1-(2,2-difluoroethyl)piperidin-4-yl)methyl)-10-(4-fluorophenyl)-2H-[1,4]thiazino[2,3,4-ij]quinazolin-5(3H)-one